(S)-N1-cyclopropyl-N6-(1-(2-(2-adamantylamino)-2-oxoethyl)-2-oxo-1,2-dihydropyridin-3-yl)-5-(3-methylbenzofuran-2-carboxamido)-2-oxohexanediamide C1(CC1)NC(C(CC[C@@H](C(=O)NC=1C(N(C=CC1)CC(=O)NC1C2CC3CC(CC1C3)C2)=O)NC(=O)C=2OC3=C(C2C)C=CC=C3)=O)=O